IC1=C(N=CC2=CC=C(C=C12)C=1C=NN(C1)C)N 4-iodo-6-(1-methyl-1H-pyrazol-4-yl)isoquinolin-3-amine